ClCCCCCCCCCCCCCCCCl 1,15-dichloropentadecane